(3R,3aS,6aR)-hexahydrofuro[2,3-b]furan-3-ol O1C[C@@H]([C@H]2[C@@H]1OCC2)O